FC(C(F)(F)F)(C=1C=2C=CC=3N(C2N=C(C1)C1=CC=CC=C1)C=C(N3)C(=O)NN)F 4-(perfluoroethyl)-2-phenylimidazo[1,2-a][1,8]naphthyridine-8-carbohydrazide